C(=O)(OC(C)(C)C)N1CC(C1)I 1-Boc-3-(iodo)azetidine